[1,1'-biphenyl]-2-yl-phosphonic acid ethyl ester C(C)OP(O)(=O)C1=C(C=CC=C1)C1=CC=CC=C1